ClCC(=O)N(CC(=O)NC1=C(C=CC(=C1)Cl)N1N=NC(=C1)Cl)C(C(=O)OC(C)(C)C)CC1=CC=C(C=C1)Cl tert-butyl 2-(2-chloro-N-(2-((5-chloro-2-(4-chloro-1H-1,2,3-triazol-1-yl)phenyl)amino)-2-oxoethyl)acetamido)-3-(4-chlorophenyl)propanoate